5-chloro-N-(2-chloro-6-fluorophenyl)-2-(methylsulfonyl)pyrimidine-4-carboxamide ClC=1C(=NC(=NC1)S(=O)(=O)C)C(=O)NC1=C(C=CC=C1F)Cl